N1-(6-amino-5-methylpyridin-3-yl)-N2-(5-bromo-2,3-dihydro-1H-inden-1-yl)-N2-methyloxalamide NC1=C(C=C(C=N1)NC(C(=O)N(C)C1CCC2=CC(=CC=C12)Br)=O)C